C(C)C1=NC2=CC(=C(C=C2C(N1C1=C(C=C(C=C1C)C)C)=O)/C=C/C(=O)OCC)F (E)-ethyl 3-(2-ethyl-7-fluoro-3-mesityl-4-oxo-3,4-dihydroquinazolin-6-yl)acrylate